4-Cyclopropyl-N-((S)-(4,4-difluorocyclohexyl)(7-(((S*)-4-methyl-2-oxo-1,3-diazepan-1-yl)methyl)imidazo[1,2-b]pyridazin-2-yl)methyl)-1,2,5-oxadiazole-3-carboxamide C1(CC1)C=1C(=NON1)C(=O)N[C@H](C=1N=C2N(N=CC(=C2)CN2C(N[C@H](CCC2)C)=O)C1)C1CCC(CC1)(F)F |o1:24|